6-[5-(difluoromethyl)pyrimidin-2-yl]-7-fluoro-2-[[(1R,3S)-3-[[6-oxo-5-(trifluoromethyl)-1H-pyridazin-4-yl]amino]cyclohexyl]methyl]isoquinolin-1-one FC(C=1C=NC(=NC1)C=1C=C2C=CN(C(C2=CC1F)=O)C[C@H]1C[C@H](CCC1)NC=1C=NNC(C1C(F)(F)F)=O)F